4-fluoro-2-methyl-5-nitro-benzonitrile FC1=CC(=C(C#N)C=C1[N+](=O)[O-])C